FC1=C(C=CC(=C1C)OC1=CC2=C(N(N=N2)C)C=C1)NC1=NC=NC2=C1N=C(N=C2)N2CCN([C@H](CC2)C)C(C=C)=O (S)-1-(4-(8-((2-fluoro-3-methyl-4-((1-methyl-1H-benzo[d][1,2,3]triazol-5-yl)oxy)phenyl)amino)pyrimido[5,4-d]pyrimidin-2-yl)-7-methyl-1,4-diazepan-1-yl)prop-2-en-1-one